7,7-difluoro-1-methylbicyclo[4.1.0]Heptane-3-one FC1(C2CCC(CC12C)=O)F